N-(2-(N,N-bis(2,4-dimethoxybenzyl)sulfamoyl)pyridin-4-yl)-5-(cyclopropylmethyl)-2-(4,4-difluoroazepan-1-yl)nicotinamide COC1=C(CN(S(=O)(=O)C2=NC=CC(=C2)NC(C2=C(N=CC(=C2)CC2CC2)N2CCC(CCC2)(F)F)=O)CC2=C(C=C(C=C2)OC)OC)C=CC(=C1)OC